5-tert-Butyl-2H-pyrazol-3-ylamine C(C)(C)(C)C=1C=C(NN1)N